C1(=CC=CC=C1)C=1N=C(N=NC1C1=CC=CC=C1)OCCN(C)C 2-[(5,6-diphenyl-1,2,4-triazin-3-yl)oxy]-N,N-dimethylethanamine